ethyl (R)-8-chloro-6-hydroxyoctanoate ClCC[C@@H](CCCCC(=O)OCC)O